(1-(4-pentylphenyl)vinyl)diphenylphosphin oxide C(CCCC)C1=CC=C(C=C1)C(=C)P(C1=CC=CC=C1)(C1=CC=CC=C1)=O